6-((2-fluoro-5-(piperidin-4-ylamino)phenoxy)methyl)nicotinonitrile trifluoroacetic acid salt FC(C(=O)O)(F)F.FC1=C(OCC2=NC=C(C#N)C=C2)C=C(C=C1)NC1CCNCC1